tert-Butyl [2-oxo-2-(pyridin-2-yl)ethyl]carbamate O=C(CNC(OC(C)(C)C)=O)C1=NC=CC=C1